[NH2+]1CCNCC1 piperazinium